Benzisothiazolinone-1-oxide S1(N=CC2=C1C=CC=C2)(=O)=O